pyrido[3,4-d]pyrimidine-amine-d N1=C(N=CC2=C1C=NC=C2)N[2H]